2-(1-t-butoxycarbonyl-4-piperidylidene)acetic acid C(C)(C)(C)OC(=O)N1CCC(CC1)=CC(=O)O